NC1=CC(=C(OC=2C=C3CCN(C(C3=CC2)=O)CC2=CC=C(C=C2)OC(F)(F)F)C(=C1)Cl)Cl 6-(4-Amino-2,6-dichlorophenoxy)-2-(4-(trifluoromethoxy)benzyl)-3,4-dihydroisoquinolin-1(2H)-one